6-[(3S)-3-(cyanomethyl)-4-prop-2-enoyl-piperazin-1-yl]-N-(3-hydroxy-1-naphthyl)-2-[(1-methyl-3-piperidyl)methoxy]pyrimidine-4-carboxamide C(#N)C[C@H]1CN(CCN1C(C=C)=O)C1=CC(=NC(=N1)OCC1CN(CCC1)C)C(=O)NC1=CC(=CC2=CC=CC=C12)O